CC(C)(COP(=O)(O)OP(=O)(O)OC[C@@H]1[C@H]([C@H]([C@@H](O1)N2C=NC3=C(N=CN=C32)N)O)OP(=O)(O)O)[C@H](C(=O)NCCC(=O)NCCSC(=O)C(CC(=O)O)C(C4=CC=CC=C4)O)O The molecule is a hydroxyacyl-CoA that results from the formal condensation of the thiol group of coenzyme A with the carboxy group of [hydroxy(phenyl)methyl]succinic acid.